1,1-Difluoro-1-(2-fluoro-3-((R)-1-((7-methoxy-2-methyl-6-(((S)-morpholine-2-yl)methoxy)quinazolin-4-yl)amino)ethoxy)phenyl)-2-methylpropan-2-ol FC(C(C)(O)C)(C1=C(C(=CC=C1)O[C@H](C)NC1=NC(=NC2=CC(=C(C=C12)OC[C@@H]1CNCCO1)OC)C)F)F